6-((1S,4S)-2,5-Diazabicyclo[2.2.1]heptan-2-yl)-N-(3-chloro-4-(2,2-difluoroethoxy)phenyl)pyrido[3,2-d]pyrimidin-4-amine [C@@H]12N(C[C@@H](NC1)C2)C=2C=CC=1N=CN=C(C1N2)NC2=CC(=C(C=C2)OCC(F)F)Cl